(S)-4-(((1-cyanocyclopropyl)methyl)(4-(5,6,7,8-tetrahydro-1,8-naphthyridin-2-yl)butyl)amino)-2-(quinazolin-4-ylamino)butanoic acid C(#N)C1(CC1)CN(CC[C@@H](C(=O)O)NC1=NC=NC2=CC=CC=C12)CCCCC1=NC=2NCCCC2C=C1